COC1(C(C(=O)OC(C=C(C)C)C2=C(C=CC=C2)C#CC2=CC=C(C=C2)Cl)C=CC=C1)OC 3-methyl-1-(2-(p-chlorophenylethynyl)phenyl)but-2-en-1-ol methyl-o-methoxysalicylate